FC(CN1N=CC(=C1C1=CC=CC=C1)C=1C=C2CN(C(C2=CC1)=O)C1C(NC(CC1)=O)=O)(C)F 3-(5-(1-(2,2-Difluoropropyl)-5-phenyl-1H-pyrazol-4-yl)-1-oxoisoindolin-2-yl)piperidine-2,6-dione